[(2R,4S)-4-(tert-butoxycarbonylamino)-2-methyl-5-methylsulfonyloxy-pentyl] methanesulfonate CS(=O)(=O)OC[C@@H](C[C@@H](COS(=O)(=O)C)NC(=O)OC(C)(C)C)C